C1C(CC12CCOCC2)N2N=C(C=C2C(F)(F)F)NC=2N(C=1C(=NC=C(C1Cl)OC1=CC(=NC=C1)NC(COC)=O)N2)C N-(4-((2-((1-(7-oxaspiro[3.5]nonan-2-yl)-5-(trifluoromethyl)-1H-pyrazol-3-yl)amino)-7-chloro-1-methyl-1H-imidazo[4,5-b]pyridin-6-yl)oxy)pyridin-2-yl)-2-methoxyacetamide